2-(4-(5-(8-Methoxy-[1,2,4]triazolo[1,5-a]pyridin-6-yl)-6-methyl-2-oxo-2,3-dihydro-1H-benzo[d]imidazol-1-yl)piperidin-1-yl)-N-methylacetamid COC=1C=2N(C=C(C1)C1=CC3=C(N(C(N3)=O)C3CCN(CC3)CC(=O)NC)C=C1C)N=CN2